OC=1C=C(C(=O)C)C=C(C1)O 3,5-dihydroxybenzoylmethane